N-(adamantan-1-yl)-4-(1-butyl)-4,5-dihydro-2-ethyl-7-hydroxy-5-oxo-2H-pyrazolo[4,3-b]pyridin-6-carboxamide C12(CC3CC(CC(C1)C3)C2)NC(=O)C2=C(C=3C(N(C2=O)CCCC)=CN(N3)CC)O